(S)-benzyl 3-(8-amino-1-bromoimidazo[1,5-a]pyrazin-3-yl)pyrrolidine-1-carboxylate NC=1C=2N(C=CN1)C(=NC2Br)[C@@H]2CN(CC2)C(=O)OCC2=CC=CC=C2